((2S)-1-hydroxy-3-(1-(tetrahydro-2H-pyran-2-yl)-1H-pyrazolo[3,4-b]pyridin-5-yl)propan-2-yl)carbamic acid tert-butyl ester C(C)(C)(C)OC(N[C@H](CO)CC=1C=C2C(=NC1)N(N=C2)C2OCCCC2)=O